tert-butyl 4-(1-(3-bromo-6-(4-(1,4-dimethyl-1H-pyrazol-5-yl)piperidin-1-yl)-2-(trifluoromethyl)pyridin-4-yl)azetidin-3-yl)piperazine-1-carboxylate BrC=1C(=NC(=CC1N1CC(C1)N1CCN(CC1)C(=O)OC(C)(C)C)N1CCC(CC1)C1=C(C=NN1C)C)C(F)(F)F